OC[C@H]1O[C@H]([C@@]2(CCO2)[C@@H]1O)N1C=C(C2=C1N=CN=C2OC)C2=CC=NN2 (4R,5R,7R,8R)-7-(hydroxymethyl)-5-(4-methoxy-5-(1H-pyrazol-5-yl)-7H-pyrrolo[2,3-d]pyrimidin-7-yl)-1,6-dioxaspiro[3.4]octan-8-ol